Nε-carboxylethyllysine C(=O)(O)CCNCCCC[C@H](N)C(=O)O